Methyloct-2-ynoate COC(C#CCCCCC)=O